formyl-2'-methoxy-3,5-dicarboxy-1,1'-biphenyl C(=O)C1=C(C=C(C=C1C(=O)O)C(=O)O)C1=C(C=CC=C1)OC